FC1([C@@H]2[C@@H](N([C@H](C1)CC2)C(=O)C=2NC1=CC=CC(=C1C2)OC)C(=O)N[C@@H](/C=C\2/C(OCC2)=O)C[C@H]2C(NCC2)=O)F (1S,3R,4S)-5,5-difluoro-2-(4-methoxy-1H-indole-2-carbonyl)-N-((R,E)-1-(2-oxodihydrofuran-3(2H)-ylidene)-3-((S)-2-oxopyrrolidin-3-yl)propan-2-yl)-2-azabicyclo[2.2.2]octane-3-carboxamide